ClC1=CC(=C(S1)N1C(=CC=C1C)C)C#N 5-chloro-2-(2,5-dimethyl-1H-pyrrol-1-yl)thiophene-3-carbonitrile